tert-butyl 3-(1-methyl-1H-pyrazol-4-yl)pyrrolidine-1-carboxylate CN1N=CC(=C1)C1CN(CC1)C(=O)OC(C)(C)C